bichinoline N1=C(C=CC2=CC=CC=C12)C1=NC2=CC=CC=C2C=C1